C(CCC\C=C/CC)OC(CCC(=O)OCCCCCCN(CCCCCCCC(=O)OC\C=C\CCCCCC)CCO)OCCCC\C=C/CC (E)-non-2-en-1-yl 8-((6-((4,4-bis(((Z)-oct-5-en-1-yl)oxy)butanoyl)oxy)hexyl)(2-hydroxyethyl)amino)octanoate